4-(2-((3-amino-6-(2-hydroxyphenyl)pyridazin-4-yl)oxy)ethyl)benzaldehyde NC=1N=NC(=CC1OCCC1=CC=C(C=O)C=C1)C1=C(C=CC=C1)O